4-butyryl-1-(3-fluoro-4-methylbenzyl)-5-hydroxy-1,3-dihydro-2H-benzo[b]azepin-2-one C(CCC)(=O)C1=C(C2=C(N(C(C1)=O)CC1=CC(=C(C=C1)C)F)C=CC=C2)O